[W].[Ni]=[Se] nickel selenide tungsten